tert-butyl 4-[1-[3-amino-6-[2-(ditert-butoxyphosphoryloxymethoxy)phenyl]pyridazin-4-yl]pyrazol-4-yl]-3-oxo-piperazine-1-carboxylate NC=1N=NC(=CC1N1N=CC(=C1)N1C(CN(CC1)C(=O)OC(C)(C)C)=O)C1=C(C=CC=C1)OCOP(=O)(OC(C)(C)C)OC(C)(C)C